5-((1-(cyclopropanecarbonyl)-4-hydroxypiperidin-4-yl)methyl)-1-(2-(piperazin-1-yl)biphenyl-4-yl)-1H-pyrazolo[3,4-d]pyrimidin-4(5H)-one C1(CC1)C(=O)N1CCC(CC1)(O)CN1C=NC2=C(C1=O)C=NN2C2=CC(=C(C=C2)C2=CC=CC=C2)N2CCNCC2